4-fluoro-2-(4-isopropylpyrimidin-5-yl)phenol FC1=CC(=C(C=C1)O)C=1C(=NC=NC1)C(C)C